2,6-diisopropylphenyl azide C(C)(C)C1=C(C(=CC=C1)C(C)C)N=[N+]=[N-]